N=1C=CN2C1C[C@H](CC2)OCC21CC(C2)(C1)CNC=1C=2C=CN=C(C2C=CC1)N |o1:6| (S*)-N5-((3-(((5,6,7,8-Tetrahydroimidazo[1,2-a]pyridin-7-yl)oxy)methyl)bicyclo[1.1.1]pentan-1-yl)methyl)isoquinoline-1,5-diamine